(7-Bromo-2-chloropyrido[4,3-d]pyrimidin-4-yl)-3,8-diazabicyclo[3.2.1]octane-8-carboxylic acid tert-butyl ester C(C)(C)(C)OC(=O)N1C2(CNCC1CC2)C=2C1=C(N=C(N2)Cl)C=C(N=C1)Br